CC1(C(C1C=CC)C(=O)O)C 2,2-dimethyl-3-(prop-1-en-1-yl)cyclopropanecarboxylic acid